4-chloro-8-methoxy-7-oxo-7H,8H-pyrido[2,3-d]Pyrimidine-6-carboxylic acid ethyl ester C(C)OC(=O)C1=CC2=C(N=CN=C2Cl)N(C1=O)OC